methyl 3-allyl-2-(aminomethyl)-5-methylbenzofuran-7-carboxylate C(C=C)C1=C(OC2=C1C=C(C=C2C(=O)OC)C)CN